SC(C(S)(S)S)(C1=NN=NC=C1)S trimercaptotriazine-ethanedithiol